ClC=1C(=NC=CC1C1=NC(=C(C=C1)CNC[C@@H]1CCC(N1)=O)OC)C1=C(C(=CC=C1)NC1=NC=CC(=C1F)CNCCOC)Cl (S)-5-((((3'-chloro-2'-(2-chloro-3-((3-fluoro-4-(((2-methoxyethyl)amino)methyl)pyridin-2-yl)amino)phenyl)-6-methoxy-[2,4'-bipyridin]-5-yl)methyl)amino)methyl)pyrrolidin-2-one